C1(CCCCC1)N(C(C=CC1=CC=C(C=C1)C)=O)C1=NC=CC=C1 4-Methylcinnamic acid N-cyclohexyl-N-2-pyridylamide